2-{2-Hydroxy-3-tert-butyl-5-[3-(4-vinylbenzyloxy)propoxy]phenyl}-5-methoxy-2H-benzotriazole OC1=C(C=C(C=C1C(C)(C)C)OCCCOCC1=CC=C(C=C1)C=C)N1N=C2C(=N1)C=CC(=C2)OC